(5R)-5-(hydroxymethyl)pyrrolidin OC[C@H]1CCCN1